C(C=C)N1[C@H]2[C@@]3(CCC([C@H]4[C@@]3(C=3C(=C(C=CC3C2)O)O4)CC1)=O)O 17-allyl-4,5α-epoxy-3,14-dihydroxymorphinan-6-one